(1-(3-Bromo-5-(4-fluoro-2,6-dimethylphenoxy)phenyl)cyclopropoxy)(tert-butyl)dimethylsilane BrC=1C=C(C=C(C1)OC1=C(C=C(C=C1C)F)C)C1(CC1)O[Si](C)(C)C(C)(C)C